Cl.NC1=CC=C(C(=O)N2C(CC2)C(=O)NC=2SC=C(N2)C2=NC(=CC=C2)N2C[C@@H](O[C@@H](C2)C)C)C=C1 1-(4-aminobenzoyl)-N-(4-(6-((2S,6R)-2,6-dimethylmorpholino)pyridin-2-yl)thiazol-2-yl)azetidine-2-carboxamide hydrochloride